C(\C=C/C(=O)OC)(=O)OC maleic acid, dimethyl ester